CN1C(C2=C(C(=C1)C=1C=C3C=NC(=NC3=CC1)C(=O)[O-])C=CN2)=O 6-(6-methyl-7-oxo-6,7-dihydro-1H-pyrrolo[2,3-c]pyridin-4-yl)quinazoline-Formate